Ethyl (S)-3-((tert-butoxycarbonyl)amino)-3-(5-cyclopropyl-2',4,4'-trifluoro-6'-(hex-5-en-1-yl)-[1,1'-biphenyl]-3-yl)propanoate C(C)(C)(C)OC(=O)N[C@@H](CC(=O)OCC)C=1C=C(C=C(C1F)C1CC1)C1=C(C=C(C=C1CCCCC=C)F)F